OC=1C(=C(C(=CC1I)I)C(CC(=O)O)CC)I 3-(3-hydroxy-2,4,6-triiodophenyl)pentanoic acid